(3S,4S)-3-methyl-8-(9-((1-methylcyclopropyl)ethynyl)-7H-imidazo[1,2-c]pyrazolo[4,3-e]pyrimidin-5-yl)-2-oxa-8-azaspiro[4.5]decan-4-amine C[C@@H]1OCC2([C@@H]1N)CCN(CC2)C2=NC1=C(C=3N2C=CN3)C(=NN1)C#CC1(CC1)C